C(C)(C)(C)C1=CC(=NC=C1)N1C2=CC=CC=C2C=2C(=CC(=CC12)O)F 9-(4-(tert-butyl)pyridin-2-yl)-4-fluoro-9H-carbazol-2-ol